OCC1=CN=C(S1)CCC(=O)OCC ethyl 3-(5-(hydroxymethyl)thiazol-2-yl)propanoate